2-methylene-1,3-propanediol dibutyrate C(CCC)(=O)OCC(COC(CCC)=O)=C